4-[(1S)-1-(2-aminophenyl)ethyl]-N-[(3S)-piperidin-3-yl]-5-(trifluoromethyl)pyrimidin-2-amine NC1=C(C=CC=C1)[C@H](C)C1=NC(=NC=C1C(F)(F)F)N[C@@H]1CNCCC1